(2S,3S)-2-(4-fluorophenyl)-3-((3-iodo-5-(trifluoromethyl)benzyl)amino)piperidin FC1=CC=C(C=C1)[C@@H]1NCCC[C@@H]1NCC1=CC(=CC(=C1)C(F)(F)F)I